NC1=C(C(=CC(=C1)C(=O)OC)Br)N[C@@H](CCOCC(=O)O)C (R)-2-(3-((2-amino-6-bromo-4-(methoxycarbonyl)phenyl)amino)butoxy)acetic acid